3-methyl-amyl hydroxide CC(CCO)CC